C1(CC1)NC1=NCC(=C2N1C=CC(=C2)C(F)(F)F)C=2C(=NC=CC2)F 1-(Cyclopropylamino)-4-(2-fluoropyridin-3-yl)-6-(trifluoromethyl)-3H-pyrido[1,2-c]pyrimidine